1-(2,2,6-trimethylcyclohexyl)pentan CC1(C(C(CCC1)C)CCCCC)C